ClC=1N=C(N2C1C(=NC=C2)Cl)C(C)C2=C(C(=C(C(=C2)Cl)C)C=2C=NC=CC2)OC 1,8-dichloro-3-(1-(5-chloro-2-methoxy-4-methyl-3-(pyridin-3-yl)phenyl)ethyl)imidazo[1,5-a]Pyrazine